2-(pyridazin-4-yl)ethan-1-one N1=NC=C(C=C1)CC=O